4-{[3-(4-{[(3S,4R)-3-fluoro-1-methylpiperidin-4-yl]amino}-1-(2,2,2-trifluoroethyl)-1H-indol-2-yl)prop-2-yn-1-yl]amino}-N-(2-hydroxypropyl)-3-methoxybenzamide F[C@H]1CN(CC[C@H]1NC1=C2C=C(N(C2=CC=C1)CC(F)(F)F)C#CCNC1=C(C=C(C(=O)NCC(C)O)C=C1)OC)C